methyl 2-(3-fluoro-4-nitrophenyl)-2-methylpropionate FC=1C=C(C=CC1[N+](=O)[O-])C(C(=O)OC)(C)C